5-(3-benzyl-9-methyl-4H,6H-thieno[2,3-e][1,2,4]triazolo[3,4-c][1,4]oxazepin-2-yl)pyridin-2-amine C(C1=CC=CC=C1)C1=C(SC=2N3C(COCC21)=NN=C3C)C=3C=CC(=NC3)N